(S)-(2-methylpiperazin-1-yl)(pyrrolidin-1-yl)methanone C[C@@H]1N(CCNC1)C(=O)N1CCCC1